(2Z)-3-Amino-4,4-difluoropent-2-enoat N\C(=C/C(=O)[O-])\C(C)(F)F